2-(2-(aminomethyl)piperidin-1-yl)-5-nitroterephthalic acid dimethyl ester COC(C1=C(C=C(C(=O)OC)C(=C1)[N+](=O)[O-])N1C(CCCC1)CN)=O